3-{[(5R)-5-(3-chloro-2-fluorophenyl)-4-fluoro-7-(4-fluoro-1-methyl-1H-pyrazol-3-yl)-5-methyl-8-oxo-5,6,7,8-tetrahydro-2,7-naphthyridin-3-yl]amino}azetidin ClC=1C(=C(C=CC1)[C@@]1(C=2C(=C(N=CC2C(N(C1)C1=NN(C=C1F)C)=O)NC1CNC1)F)C)F